COC=1C=NC2=CC=CC(=C2C1)N1CC2=CC=CC=C2CC1 2-(3-methoxyquinolin-5-yl)-3,4-dihydroisoquinolin